FC1=CC(=CC(=N1)[C@]1(CC(=NO1)C1=CC(=C(C(=O)NCC(NCC(F)(F)F)=O)C=C1)C)C(F)(F)F)C(F)(F)F |o1:7| rel-(R)-4-(5-(6-fluoro-4-(trifluoromethyl)pyridin-2-yl)-5-(trifluoromethyl)-4,5-dihydroisoxazol-3-yl)-2-methyl-N-(2-oxo-2-((2,2,2-trifluoroethyl)amino)ethyl)benzamide